N-[4-[(E)-3-[4-[2-Hydroxyethyl(methyl)amino]phenyl]prop-2-enoyl]phenyl]-5-nitrofuran-2-carboxamide OCCN(C1=CC=C(C=C1)/C=C/C(=O)C1=CC=C(C=C1)NC(=O)C=1OC(=CC1)[N+](=O)[O-])C